4,5-dimethyl-2,6-diisopropylphenol CC1=CC(=C(C(=C1C)C(C)C)O)C(C)C